5-cyano-2,4-dichloropyrimidine C(#N)C=1C(=NC(=NC1)Cl)Cl